COC1=C(C=C(C(=C1)N1CCN(CC1)C)NC1=NN(C=C1)C)N 4-methoxy-N1-(1-methyl-1H-pyrazol-3-yl)-6-(4-methylpiperazin-1-yl)benzene-1,3-diamine